1-acetyl-2-((4-(2-acetyl-1,2,3,4-tetrahydroisoquinolin-5-yl)-6-(((tetrahydro-2H-pyran-4-yl)amino)-methyl)quinolin-2-yl)methylene)-indolin-3-one C(C)(=O)N1C(C(C2=CC=CC=C12)=O)=CC1=NC2=CC=C(C=C2C(=C1)C1=C2CCN(CC2=CC=C1)C(C)=O)CNC1CCOCC1